tert-butyl N-[(3S)-3-piperidyl]carbamate N1C[C@H](CCC1)NC(OC(C)(C)C)=O